C(C)(C)(C)O[C@@H](C(C(=O)N1[C@@H]([C@H]2C([C@H]2C1)(C)C)C(=O)OC)NC(=O)OCC1C2=CC=CC=C2C=2C=CC=CC12)C methyl (1R,2S,5S)-3-[(3R)-3-tert-butoxy-2-(9H-fluoren-9-ylmethoxycarbonylamino)butanoyl]-6,6-dimethyl-3-azabicyclo[3.1.0]hexane-2-carboxylate